(R)-3-(allylsulfonamido)-N-(4-(trifluoromethoxy)phenyl)piperidine-1-carboxamide C(C=C)S(=O)(=O)N[C@H]1CN(CCC1)C(=O)NC1=CC=C(C=C1)OC(F)(F)F